4-[3-[3-(hydroxymethyl)phenyl]imidazo[1,2-b]pyridazin-6-yl]benzamide OCC=1C=C(C=CC1)C1=CN=C2N1N=C(C=C2)C2=CC=C(C(=O)N)C=C2